C(C)C1=C(NC2=CC=C(C=C12)C1CCN(CC1)C(=O)C1=CC(=NC=C1)F)C1=CC(=NC=C1)C (4-(3-ethyl-2-(2-methylpyridin-4-yl)-1H-indol-5-yl)piperidin-1-yl)(2-fluoropyridin-4-yl)methanone